C(CCC)[B-](CCCC)(CCCC)CCCC.N12C=CCN=C2CCCC1 1,5-Diazabicyclo[4.4.0]decen-5-en Tetrabutylborat